6-Chloro-N4-{[1-(methoxymethyl)cyclopentyl]methyl}-N4-methyl-3-nitropyridine-2,4-diamine ClC1=CC(=C(C(=N1)N)[N+](=O)[O-])N(C)CC1(CCCC1)COC